methyl 6-((2,2,3,3-tetramethyl-4,7,10,13,16,19-hexaoxa-3-silahenicosan-21-yl)oxy)-1-naphthoate CC(C)([Si](OCCOCCOCCOCCOCCOCCOC=1C=C2C=CC=C(C2=CC1)C(=O)OC)(C)C)C